C(C=C)(=O)N1CC(CC(C1)C)C acryloyl-3,5-dimethylpiperidin